2,5-bis(tert-butylperoxy)-2,5-dicyclohexylhexane C(C)(C)(C)OOC(C)(CCC(C)(C1CCCCC1)OOC(C)(C)C)C1CCCCC1